N-(7-phenethyl-7-azaspiro[3.5]nonan-2-yl)-N-phenylthiophene-3-carboxamide hydrochloride Cl.C(CC1=CC=CC=C1)N1CCC2(CC(C2)N(C(=O)C2=CSC=C2)C2=CC=CC=C2)CC1